(4-ethylphenyl)phenylphosphinic acid C(C)C1=CC=C(C=C1)P(O)(=O)C1=CC=CC=C1